NC1=C(C=C2C(=N1)C(CN2C(C)=O)(C)C)C(C2=CC=C(C=C2)F)=O 1-(5-amino-6-(4-fluorobenzoyl)-3,3-dimethyl-2,3-dihydro-1H-pyrrolo[3,2-b]pyridin-1-yl)ethan-1-one